ClC=1C=CC=2C(=C3N(C2C1C=1C(=NN(C1C)C)C)[C@@H](CN(C3=O)C3=CN(C1=CC=C(C=C31)C(=O)O)C)C)CCCOCC3CC3 (R)-3-(7-chloro-10-(3-(cyclopropylmethoxy)propyl)-4-methyl-1-oxo-6-(1,3,5-trimethyl-1H-pyrazol-4-yl)-3,4-dihydropyrazino[1,2-a]indol-2(1H)-yl)-1-methyl-1H-indole-5-carboxylic Acid